N=1N=CN2N=CC3=C(C21)N=CC=C3 pyrido[2,3-d][1,2,4]triazolo[4,3-b]pyridazine